(N-phenyl-3-aminopropyltrimethoxysilane), hydrochloride Cl.C1(=CC=CC=C1)NCCC[Si](OC)(OC)OC